3-(2,5-dichloropyrimidin-4-yl)-1-p-toluenesulfonyl-1H-pyrrolo[2,3-b]Pyridine ClC1=NC=C(C(=N1)C1=CN(C2=NC=CC=C21)S(=O)(=O)C2=CC=C(C)C=C2)Cl